C(=S)ONN hydrazino thioformate